ClC1=C(C=CC(=C1)N1N=CC=C1)CN (2-chloro-4-(1H-pyrazol-1-yl)phenyl)methylamine